CC(=CCC/C(=C/CC/C(=C/CC/C(=C\CC/C(=C\CC/C(=C\CC/C(=C\COP(=O)([O-])OP(=O)([O-])[O-])/C)/C)/C)/C)/C)/C)C heptaprenyl pyrophosphate